NC=1C=C(C2=C(NC=N2)C1C(=O)OC)Br methyl 6-amino-4-bromo-1H-benzo[d]imidazole-7-carboxylate